N-(4-cyanobenzyl)-1-((1-(cyclopropylsulfonyl)cyclopropyl)methyl)-5-oxo-2,3-dihydro-1H,5H-pyrazino[3,2,1-ij][1,7]naphthyridine-6-carboxamide C(#N)C1=CC=C(CNC(=O)C=2C(N3C4=C(N=CC=C4C2)N(CC3)CC3(CC3)S(=O)(=O)C3CC3)=O)C=C1